BrC1=CC=C(C=C1)C(C)(C)C=1N=C(SC1)NC(=O)NCC1=NC(=NC=C1)N1CCNCC1 1-(4-(2-(4-bromophenyl)-propan-2-yl)thiazol-2-yl)-3-((2-(piperazin-1-yl)pyrimidin-4-yl)methyl)urea